CN1C2=C(C3=C1CCNCC3)C=CC=N2 10-methyl-5,6,7,8,9,10-hexahydropyrido[3',2':4,5]pyrrolo[2,3-d]azepine